1-((6-(1-(2,6-dichlorophenyl)azetidin-3-yl)-4,5-dimethyl-pyridin-3-yl)methyl)piperidine-4-carboxylic acid ClC1=C(C(=CC=C1)Cl)N1CC(C1)C1=C(C(=C(C=N1)CN1CCC(CC1)C(=O)O)C)C